CC=1C(=NC(=C(N1)C)C)C(=O)O 3,5,6-trimethyl-pyrazinecarboxylic acid